3-[(1-methoxy-1-oxopropan-2-yl)carbamoyl]-3-{[(4-nitrophenyl)carbamoyl]amino}propanoic acid COC(C(C)NC(=O)C(CC(=O)O)NC(NC1=CC=C(C=C1)[N+](=O)[O-])=O)=O